Dibenzo(b,f)oxepin C1=CC=CC=2OC3=C(C=CC21)C=CC=C3